ClC1=CC(=C2C(=N1)C(=CS2)[C@H]2[C@H]([C@@H]([C@H](O2)CO)O)F)N2CC1C(C2)CCC1 (2R,3R,4S,5S)-5-(5-chloro-7-{hexahydro-1H-cyclopenta[c]pyrrol-2-yl}thieno[3,2-b]pyridin-3-yl)-4-fluoro-2-(hydroxymethyl)oxolan-3-ol